4-[4-(1,3-benzodioxol-5-yl)-5-(2-pyridinyl)-1H-imidazol-2-yl]-benzamide O1COC2=C1C=CC(=C2)C=2N=C(NC2C2=NC=CC=C2)C2=CC=C(C(=O)N)C=C2